2-(3-amino-4-methoxyphenyl)-3-cyclopropylpropionitrile NC=1C=C(C=CC1OC)C(C#N)CC1CC1